phosphono-acetate P(=O)(O)(O)CC(=O)[O-]